3-amino-6-(2-hydroxyethyl)-4-methylpyridinecarbonitrile NC=1C(=NC(=CC1C)CCO)C#N